O[C@H](CN1C(NC2=C1C=CC(=C2)[N+](=O)[O-])=O)C (S)-1-(2-hydroxypropyl)-5-nitro-1H-benzo[d]imidazol-2(3H)-one